(R)-3-chloro-6-((3-fluoro-4-((5-(3-hydroxy-2-methylpropyl)-5H-pyrrolo[3,2-d]pyrimidin-4-yl)oxy)phenyl)carbamoyl)-2-(4-fluorophenyl)pyridine 1-oxide ClC=1C(=[N+](C(=CC1)C(NC1=CC(=C(C=C1)OC=1C2=C(N=CN1)C=CN2C[C@H](CO)C)F)=O)[O-])C2=CC=C(C=C2)F